N-[5-(2-chloro-6-methyl-4-pyridinyl)-4-(3-cyanophenyl)thiazol-2-yl]-4-(oxetan-3-yl)piperazine-1-carboxamide ClC1=NC(=CC(=C1)C1=C(N=C(S1)NC(=O)N1CCN(CC1)C1COC1)C1=CC(=CC=C1)C#N)C